NC=1C=C(C=CC1)C(O)C1=CC=C(C=C1)OCC1=CC=CC=C1 (3-aminophenyl)(4-(benzyloxy)phenyl)methanol